ClC1=NC=C(C(=C1)C1=C(C=NC(=C1)C)C(=O)NC=1SC(=NN1)C1CCC(CC1)C(C)(C)O)OC 2'-chloro-N-(5-((1s,4s)-4-(2-hydroxypropan-2-yl)cyclohexyl)-1,3,4-thiadiazol-2-yl)-5'-methoxy-6-methyl-(4,4'-bipyridine)-3-carboxamide